Ethyl 1-(thiazol-2-yl)-4-(3-(trifluoromethyl)phenoxy)-1H-pyrazole-5-carboxylate S1C(=NC=C1)N1N=CC(=C1C(=O)OCC)OC1=CC(=CC=C1)C(F)(F)F